isobutane-1-sulfonic acid {3-[5-phenyl-1H-pyrrolo[2,3-b]pyridine-3-carbonyl]-2,4-difluoro-phenyl}-amide C1(=CC=CC=C1)C=1C=C2C(=NC1)NC=C2C(=O)C=2C(=C(C=CC2F)NS(=O)(=O)CC(C)C)F